C(CCCCCCCCCCCCCCC)C1=CC=C(C=C1)[I+]C1=CC=C(C=C1)CCCCCCCCCCCCCCCC bis(4-hexadecylphenyl)iodonium